9-Bromo-3,4-dihydrobenzo[e]pyrimido[1,2-c][1,3]thiazin-6(2H)-imine BrC1=CC2=C(C=3N(C(S2)=N)CCCN3)C=C1